FC(C(=O)O)(F)F.C(C)OC(C(CN(CC(=O)O)CC1=CC=C(C=C1)OC)(C)C1=CC=C(C=C1)F)=O 2-[[3-ethoxy-2-(4-fluorophenyl)-2-methyl-3-oxo-propyl]-[(4-methoxyphenyl)methyl]amino]acetic acid trifluoroacetate salt